5-chloro-3-hydroxy-8-((1-isobutyl-1H-indol-6-yl)sulfonyl)quinazoline-2,4(1H,3H)-dione ClC1=C2C(N(C(NC2=C(C=C1)S(=O)(=O)C1=CC=C2C=CN(C2=C1)CC(C)C)=O)O)=O